CN1N=NC(=C1NC(O[C@H](C)C=1C(=NC=CC1)Cl)=O)C1=NC=C(C=C1)NC(=O)N1[C@@H](CCC1)C (R)-1-(2-chloropyridin-3-yl)ethyl (1-methyl-4-(5-((R)-2-methylpyrrolidine-1-carboxamido)pyridin-2-yl)-1H-1,2,3-triazol-5-yl)carbamate